dimethoxybutanone oxime COC(C(C)=NO)(C)OC